C12(CC3CC(CC(C1)C3)C2)P(CCCC)C23CC1CC(CC(C2)C1)C3 Di(1-adamantyl)-n-butyl-phosphine